methyl 2-((6-(6-hydroxypyridin-2-yl)-3-azabicyclo[4.1.0]heptan-3-yl)methyl)-1-((S)-oxetan-2-ylmethyl)-1H-benzo[d]imidazole-6-carboxylate OC1=CC=CC(=N1)C12CCN(CC2C1)CC1=NC2=C(N1C[C@H]1OCC1)C=C(C=C2)C(=O)OC